3-bromo-5-fluoro-2-[4-(4-methyl-1,2,4-triazol-3-yl)piperidin-1-yl]benzonitrile BrC=1C(=C(C#N)C=C(C1)F)N1CCC(CC1)C1=NN=CN1C